OC=1C=C(C=CC1)/C=C/C(=O)C1=CC=C(C=C1)C=1SC=CC1 (E)-3-(3-Hydroxyphenyl)-1-(4-thiophen-2-ylphenyl)prop-2-en-1-one